C(CC=C)C1CCC(CC1)(O)C1=CC=C(C=C1)C1=CC=C(C=C1)C 4-but-3-enyl-1-(4'-methylbiphenyl-4-yl)cyclohexanol